3,4-dichloro-2-(3-cyclopentyl-6,7-dihydro-5H-pyrrolo[1,2-a]imidazol-6-yl)phenol ClC=1C(=C(C=CC1Cl)O)C1CC=2N(C(=CN2)C2CCCC2)C1